C(C)(C)(C)OC(NC1=CC2=C(N(CC(CO2)C2=CC=CC=C2)C(CC)=O)C=C1)=O (3-phenyl-5-propionyl-2,3,4,5-tetrahydro-1,5-benzoxazepine-8-Yl)carbamic acid tert-butyl ester